C(C1=CC=CC=C1)OCCNC(COC=1C=CC=C2C(=NN(C12)C)C1C(NC(CC1)=O)=O)=O N-(2-(Benzyloxy)ethyl)-2-((3-(2,6-dioxopiperidin-3-yl)-1-methyl-1H-indazol-7-yl)oxy)acetamide